(6-((1,4-dimethyl-1H-indazol-6-yl)methyl)-2-azaspiro[3.3]hept-2-yl)((1s,3s)-3-hydroxy-3-methylcyclobutyl)methanone CN1N=CC2=C(C=C(C=C12)CC1CC2(CN(C2)C(=O)C2CC(C2)(C)O)C1)C